C(C)N(C=NC1=C(C=C(C(=C1)F)C1(COC1)OCC1=C(C(=CC=C1)OC)F)C)C N-ethyl-N'-(5-fluoro-4-(3-((2-fluoro-3-methoxybenzyl)oxy)oxetan-3-yl)-2-methylphenyl)-N-methylformimidamide